F[B-](F)(F)F.C(CCCCC)[N+]1=CC=C(C=C1)C1=NC2=C(N1C)C=CC=C2 1-Hexyl-4-(1-methyl-1H-benzimidazol-2-yl)pyridin-1-ium tetrafluoroborate